7-chloro-N-ethyl-N-{3-fluorobicyclo[1.1.1]pentan-1-yl}-1H-pyrrolo[2,3-c]pyridine-2-carboxamide ClC=1N=CC=C2C1NC(=C2)C(=O)N(C21CC(C2)(C1)F)CC